C[C@]12C(C[C@](CC1)(C2(C)C)CS(=O)(=O)Cl)=O ((1R,4S)-4,7,7-trimethyl-3-oxobicyclo[2.2.1]heptan-1-yl)methanesulfonyl chloride